C1(CC1)C=1SC=C(N1)C1=NN=C2N1CCN([C@@H]2C)C(=O)C2=CC(=C(C=C2)F)F (R)-(3-(2-cyclopropylthiazol-4-yl)-8-methyl-5,6-dihydro-[1,2,4]triazolo[4,3-a]pyrazin-7(8H)-yl)(3,4-difluorophenyl)methanone